8-bromo-6-chloroquinazolin-4(3H)-one BrC=1C=C(C=C2C(NC=NC12)=O)Cl